O1C(=CC2=C1C=CC=C2)B2OC(C(O2)(C)C)(C)C 2-(benzofuran-2-yl)-4,4,5,5-tetramethyl-1,3,2-dioxaborolan